1-((3S,4R)-4-(3,4-difluorophenyl)-1-((S)-1,1,1-trifluoro-3-methoxypropan-2-yl)pyrrolidin-3-yl)-3-(3-((S)-2-hydroxypropoxy)-4-methyl-1-phenyl-1H-pyrazol-5-yl)urea FC=1C=C(C=CC1F)[C@H]1[C@@H](CN(C1)[C@H](C(F)(F)F)COC)NC(=O)NC1=C(C(=NN1C1=CC=CC=C1)OC[C@H](C)O)C